5-(Diaminomethylene)-1-(4-((5,5-dimethyl-2,4-dioxo-3-((2-(trimethylsilyl)ethoxy)methyl)imidazolidin-1-yl)methyl)-4-methylcyclohexyl)-3-isopropylpyrimidine-2,4,6(1H,3H,5H)-trione NC(=C1C(N(C(N(C1=O)C1CCC(CC1)(C)CN1C(N(C(C1(C)C)=O)COCC[Si](C)(C)C)=O)=O)C(C)C)=O)N